C[SiH](C1=C(C(=C(C(=C1F)F)F)F)F)C Dimethyl-(pentafluorophenyl)silan